NC1=CC(=C(C=C1F)CC#N)F 2-(4-amino-2,5-difluorophenyl)acetonitrile